2-(2,7-dimethyl-2H-indazol-5-yl)-6-(piperidin-4-yl)thieno[2,3-c]pyridin-7(6H)-one CN1N=C2C(=CC(=CC2=C1)C1=CC2=C(C(N(C=C2)C2CCNCC2)=O)S1)C